aluminum-gold-platinum [Pt].[Au].[Al]